(1S,4S)-5-(3-bromo-7-(3,5-dimethyl-1H-pyrazol-4-yl)pyrazolo[1,5-a]pyrimidin-5-yl)-2-oxa-5-azabicyclo[2.2.1]heptane BrC=1C=NN2C1N=C(C=C2C=2C(=NNC2C)C)N2[C@@H]1CO[C@H](C2)C1